S1C=[NH+]C2=C1C=CC=C2 1,3-benzothiazol-3-ium